3-(5-[2-[4-(hydroxymethyl)cyclohexyl]ethyl]-3-methyl-2-oxo-1,3-benzodiazol-1-yl)piperidine-2,6-dione OCC1CCC(CC1)CCC1=CC2=C(N(C(N2C)=O)C2C(NC(CC2)=O)=O)C=C1